FC=1C(=C(C=CC1F)[C@H]1[C@@H](S[C@](C1)(C(F)(F)F)C)C(=O)NC=1C=C(SC1)B(O)O)OC (4-((2R,3S,5R)-3-(3,4-difluoro-2-methoxyphenyl)-5-methyl-5-(trifluoromethyl)tetrahydrothiophene-2-carboxamido)thiophen-2-yl)boronic acid